N3,N3'-(5-Amino-3-iminopyridin-2,6(1H,3H)-diyliden)bis{N2-[2-(morpholin-4-yl)ethyl]pyrazolo[1,5-a]pyridin-2,3-diamin} NC1=CC(C(NC1=NC=1C(=NN2C1C=CC=C2)NCCN2CCOCC2)=NC=2C(=NN1C2C=CC=C1)NCCN1CCOCC1)=N